C(CC)[Si](N[Si](CCC)(CCC)CCC)(CCC)CCC hexan-propyldisilazane